5-(tert-Butyl) 1-methyl (4-(N-((2-amino-4-oxo-3,4-dihydropteridin-6-yl)methyl)-2,2,2-trifluoroacetamido)benzoyl)-L-glutamate NC1=NC2=NC=C(N=C2C(N1)=O)CN(C(C(F)(F)F)=O)C1=CC=C(C(=O)N[C@@H](CCC(=O)OC(C)(C)C)C(=O)OC)C=C1